ethyl (2Z,6R)-6-{[(2R,3R,5R,6S)-3,5-bis[(tert-butyldimethylsilyl)oxy]-6-methyloxan-2-yl]oxy}hept-2-enoate [Si](C)(C)(C(C)(C)C)O[C@H]1[C@@H](O[C@H]([C@@H](C1)O[Si](C)(C)C(C)(C)C)C)O[C@@H](CC\C=C/C(=O)OCC)C